O=C(C(=O)O)NCCC 2-oxo-2-propylamino-acetic acid